2-methyl-1-(quinolin-2-ylsulfanyl)-1-(2-(trifluoromethyl)pyridin-3-yl)propan-2-ol CC(C(C=1C(=NC=CC1)C(F)(F)F)SC1=NC2=CC=CC=C2C=C1)(C)O